3-((S)-4-amino-6-((R)-3-fluoropyrrolidin-1-yl)pyrido[3,4-d]pyrimidin-8-yl)-2,4-dimethylphenol NC=1C2=C(N=CN1)C(=NC(=C2)N2C[C@@H](CC2)F)C=2C(=C(C=CC2C)O)C